(E)-(2-((2-(2-methylisonicotinoyl)-hydrazineylidene)methyl)phenyl)boronic acid CC=1C=C(C(=O)N\N=C\C2=C(C=CC=C2)B(O)O)C=CN1